C(#N)C1=C(C(=C(C=C1)NC(C)=O)F)C(F)(F)F N-(4-cyano-2-fluoro-3-(trifluoromethyl)phenyl)acetamide